8,8-difluoro-3-nitro-5,7-dihydro-1,6-naphthyridine-6-carboxylic acid tert-butyl ester C(C)(C)(C)OC(=O)N1CC=2C=C(C=NC2C(C1)(F)F)[N+](=O)[O-]